tert-Butyl 2-(3-((tert-butoxycarbonyl)(isopropyl)amino)propanamido)-3-(5-formylbenzo[d]thiazol-2-yl)-4,7-dihydrothieno[2,3-c]pyridine-6(5H)-carboxylate C(C)(C)(C)OC(=O)N(CCC(=O)NC1=C(C2=C(CN(CC2)C(=O)OC(C)(C)C)S1)C=1SC2=C(N1)C=C(C=C2)C=O)C(C)C